NC1CCC(C(C1)C(CCC)C1C(CCC(C1)CCC)N)CCC 2-(1-(5-amino-2-propylcyclohexyl)butyl)-4-propylcyclohexan-1-amine